2,5-dihydroxyl-4-methoxybenzophenone OC1=C(C(=O)C2=CC=CC=C2)C=C(C(=C1)OC)O